C(C)(C)(C)OC(=O)N1C2=C(OC(C1)Cl)C(=CC=C2)S(=O)(=O)Cl chloro-8-(chlorosulfonyl)-2H-benzo[b][1,4]oxazine-4(3H)-carboxylic acid tert-butyl ester